tert-butyl trans-3-(((benzyloxy)carbonyl)amino)-2-phenylpyrrolidine-1-carboxylate C(C1=CC=CC=C1)OC(=O)N[C@H]1[C@@H](N(CC1)C(=O)OC(C)(C)C)C1=CC=CC=C1